C(#C)C=1C(=NOC1C)C 4-ethynyl-3,5-dimethylisoxazole